1-(4-fluorophenyl)-2-thioxodihydropyrimidine-4,6(1H,5H)-dione FC1=CC=C(C=C1)N1C(NC(CC1=O)=O)=S